(4S)-4-ethyl-7-((8-fluoro-5-iodo-2-(morpholinomethyl)-6-carbonyl-1,2-dihydro-6H-pyrrolo[3,2,1-ij]quinolin-4-yl)methyl)-4-hydroxy-1,7-dihydro-3H-pyrano[3,4-c]pyridine-3,8(4H)-dione C(C)[C@]1(C(OCC=2C(N(C=CC21)CC=2N1C3=C(C=C(C=C3C(C2I)=C=O)F)CC1CN1CCOCC1)=O)=O)O